bisacetonitrile palladium (II) chloride [Pd](Cl)Cl.C(C)#N.C(C)#N